CNC1=C(C(C1=O)=O)NCCCN(CCCCCCCC(=O)OC(CCCCCCCC)CCCCCCCC)CCCCCCCC(OCC(CCCCCCC)CCC)=O heptadecan-9-yl 8-((3-((2-(methylamino)-3,4-dioxocyclobut-1-en-1-yl) amino)propyl)(8-oxo-8-((2-propylnonyl)oxy)octyl)amino)octanoate